3-(methacryloyloxymethyl)-2,2,4-trifluorooxetane C(C(=C)C)(=O)OCC1C(OC1F)(F)F